(R)-6,7-dichloro-2-(1-(cyclopropylmethyl)piperidin-3-yl)-3-methylquinazolin-4(3H)-one ClC=1C=C2C(N(C(=NC2=CC1Cl)[C@H]1CN(CCC1)CC1CC1)C)=O